(7-(2-(4-(6-fluorobenzothiophen-4-yl)piperazin-1-yl)ethyl)-2-oxo-3,4-dihydroquinoline-1(2H)-yl)methylpyrimidine-5-carboxylate FC1=CC2=C(C=CS2)C(=C1)N1CCN(CC1)CCC1=CC=C2CCC(N(C2=C1)COC(=O)C=1C=NC=NC1)=O